N-[[3-(pyrrolidin-1-ylmethyl)oxolan-3-yl]methyl]-4,5,6,7,8,9-hexahydrocycloocta[b]thiophene-2-carboxamide N1(CCCC1)CC1(COCC1)CNC(=O)C1=CC2=C(S1)CCCCCC2